tert-butyl (1R,5S)-6-(5-acetyl-3-iodo-6,7-dihydro-4H-pyrazolo[4,3-c]pyridin-1-yl)-3-azabicyclo[3.1.1]heptane-3-carboxylate C(C)(=O)N1CC2=C(CC1)N(N=C2I)C2[C@@H]1CN(C[C@H]2C1)C(=O)OC(C)(C)C